(2R,6S)-2'-chloro-2,6-dimethyl-1-(2,2,2-trifluoroacetyl)spiro[piperidine-4,7'-thieno[2,3-c]pyran]-4'-one ClC1=CC2=C(C3(OCC2=O)C[C@H](N([C@H](C3)C)C(C(F)(F)F)=O)C)S1